C1(=CC=CC=2C3=CC=CC=C3CC12)COC(=O)N[C@H](CC1=CC2=CC=CC=C2C=C1)C(=O)O fluorenylmethoxycarbonyl-3-(2-naphthyl)-D-alanine